O1S(ON=C1)(=O)=O 1,3,2,4-dioxathiazole-2,2-dioxide